[N-]=C=O.[N-]=C=O.C1(=CC=CC=C1)C=1C=CC=CC1C1=C(C=CC=C1)C1=CC=CC=C1 3,3'-diphenyl-4,4'-biphenyl diisocyanate